mercuric antimonite [Sb]([O-])([O-])[O-].[Hg+2].[Sb]([O-])([O-])[O-].[Hg+2].[Hg+2]